2,4,6-trimethyl-4-heptanol CC(C)CC(CC(C)C)(O)C